1-((trans)-4-(3-chloro-4-fluorophenyl)-1-(2-methoxyethyl)pyrrolidin-3-yl)-3-(4-methyl-5-oxo-2-phenyl-2,5-dihydro-1H-pyrazol-3-yl)urea ClC=1C=C(C=CC1F)[C@H]1[C@@H](CN(C1)CCOC)NC(=O)NC=1N(NC(C1C)=O)C1=CC=CC=C1